Cyclopentyl-3-(1H-pyrrolo[2,3-b]pyridin-5-yl)-1H-pyrazolo[3,4-d]pyrimidin-4-amine C1(CCCC1)N1N=C(C=2C1=NC=NC2N)C=2C=C1C(=NC2)NC=C1